O=C1CCC2(CN(C2)C(=O)OC(C)(C)C)CC1 tert-butyl 7-oxo-2-azaspiro[3.5]nonane-2-carboxylate